4-cyclopropyl-N-[(S)-(4,4-difluorocyclohexyl){5-[1-(2,2-difluoropropylcarbamoyl)-3,3-difluoropropyl]-4-fluoro-1H-benzimidazol-2-yl}methyl]-1,2,5-oxadiazole-3-carboxamide C1(CC1)C=1C(=NON1)C(=O)N[C@H](C1=NC2=C(N1)C=CC(=C2F)C(CC(F)F)C(NCC(C)(F)F)=O)C2CCC(CC2)(F)F